C(O[C@H]1[C@@H](O[C@]([C@H]1OCC1=CC=CC=C1)(C)COCC1=CC=CC=C1)N1C(NC(C(=C1)C)=O)=O)(OC1=CC=CC=C1)=S O-((2R,3R,4S,5R)-4-(benzyloxy)-5-((benzyloxy)methyl)-5-methyl-2-(5-methyl-2,4-dioxo-3,4-dihydropyrimidin-1(2H)-yl)tetrahydrofuran-3-yl) O-phenyl carbonothioate